(R)-(4-(3-hydroxy-3-methylpiperidin-1-yl)-2-((1-(piperidin-1-ylmethyl)cyclopropyl)methoxy)-5,7-dihydro-6H-pyrrolo[3,4-d]pyrimidin-6-yl)(3-hydroxy-8-iodonaphthalen-1-yl)methanone O[C@]1(CN(CCC1)C=1C2=C(N=C(N1)OCC1(CC1)CN1CCCCC1)CN(C2)C(=O)C2=CC(=CC1=CC=CC(=C21)I)O)C